C([C@@H](O)CC(=O)O)(=O)O.NC1=C2C(=NC=N1)N(N=C2C2=CC=C(C=C2)OC2=CC=CC=C2)C2CCN(CC2)C2CN(C2)C2CN(C2)C=2C=C1C(N(C(C1=CC2)=O)C2C(NC(CC2)=O)=O)=O 5-[3-[3-[4-[4-amino-3-(4-phenoxyphenyl)pyrazolo[3,4-d]pyrimidin-1-yl]-1-piperidyl]azetidin-1-yl]azetidin-1-yl]-2-(2,6-dioxo-3-piperidyl)isoindoline-1,3-dione L-malate